NC1=C(C=2C(=NC=C(C2S1)F)C=1C2=C(C=3C=NC(=NC3C1F)N1CC(CC1)NCC)COC2)C#N 2-Amino-4-(3-(3-(ethylamino)pyrrolidin-1-yl)-5-fluoro-7,9-dihydrofuro[3,4-f]quinazolin-6-yl)-7-fluorothieno[3,2-c]pyridine-3-carbonitrile